5-[(7R)-1-fluoro-3-hydroxy-7-{[(3-methyloxetan-3-yl)methyl]amino}-5,6,7,8-tetrahydronaphthalen-2-yl]-1λ6,2,5-thiadiazolidine-1,1,3-trione FC1=C(C(=CC=2CC[C@H](CC12)NCC1(COC1)C)O)N1CC(NS1(=O)=O)=O